4-oxochromane-2-carboxamide O=C1CC(OC2=CC=CC=C12)C(=O)N